NC1=NC=CC=2N1C(=NC2C(=C)C)C2=CC=C(CNC(C1=C(C=CC(=C1)F)OC)=O)C=C2 N-(4-(5-amino-1-isopropenyl-imidazo[1,5-c]pyrimidin-3-yl)benzyl)-5-fluoro-2-methoxybenzamide